C(C)(=O)N1[C@H]([C@@H]([C@H](C2=CC(=CC=C12)C(=O)NCCOC)NC1=NC=CC(=N1)C)C)C1CC1 (2S,3R,4R)-1-acetyl-2-cyclopropyl-N-(2-methoxyethyl)-3-methyl-4-((4-methylpyrimidin-2-yl)amino)-1,2,3,4-tetrahydroquinoline-6-carboxamide